tert-butyl (1-(4-((1-(4-(2-((tert-butyldimethylsilyl)oxy)ethyl)phenyl)-2-oxo-1,2-dihydropyrimidin-4-yl)carbamoyl)piperazin-1-yl)-2-methyl-1-oxopropan-2-yl)carbamate [Si](C)(C)(C(C)(C)C)OCCC1=CC=C(C=C1)N1C(N=C(C=C1)NC(=O)N1CCN(CC1)C(C(C)(C)NC(OC(C)(C)C)=O)=O)=O